CN(CCS(=O)(=O)CC1=CC=C(C=C1)NC=1N=CC2=C(N1)CNCC2)C N-(4-{[2-(dimethylamino)ethanesulfonyl]methyl}phenyl)-5H,6H,7H,8H-pyrido[3,4-d]pyrimidine-2-amine